ClC1=C(C=C2C=C(N=CC2=C1)NC(=O)[C@H]1[C@@H]([C@@H]1C=1C=NN(C1)C)CC)[C@@H](CC#N)C (1S,2R,3S)-N-(7-chloro-6-((R)-1-cyanopropan-2-yl)isoquinolin-3-yl)-2-ethyl-3-(1-methyl-1H-pyrazol-4-yl)cyclopropane-1-carboxamide